BrC=1N=CC(=C2C1NC=C2)C(F)(F)F 7-Bromo-4-(trifluoromethyl)-1H-pyrrolo[2,3-c]pyridine